IC1=C(C=CC=C1)[C@](CC(C)C)(OC)N(C([O-])=O)C1CCCCC1 1-(2-iodophenyl)-(S)-1-methoxy-3-methyl-butyl-(S)-2-cyclohexylcarbamate